BrC1=CC=C2C(=NN(C2=C1)COCC[Si](C)(C)C)C1=NC2=C(N1COCC[Si](C)(C)C)CN(C2)C(C(C)C)=O 1-(2-(6-bromo-1-((2-(trimethylsilyl)ethoxy)methyl)-1H-indazol-3-yl)-1-((2-(trimethylsilyl)ethoxy)methyl)-4,6-dihydropyrrolo[3,4-d]imidazol-5(1H)-yl)-2-methylpropan-1-one